[K].C1CCC2=C(C=3CCCC3C=C12)NC(=O)NS(=O)(=O)CC1N(CCC1)C(C)C N-((1,2,3,5,6,7-Hexahydro-s-indacen-4-yl)carbamoyl)-1-(1-isopropylpyrrolidin-2-yl)methanesulfonamide, Potassium Salt